N-(4-(5-(6-methyl-2-(3-(trifluoromethyl)piperidin-1-yl)pyrimidin-4-yl)-1,3,4-oxadiazol-2-yl)-3-(6-azaspiro[2.5]octan-6-yl)phenyl)-2-hydroxyethane-1-sulfonamide CC1=CC(=NC(=N1)N1CC(CCC1)C(F)(F)F)C1=NN=C(O1)C1=C(C=C(C=C1)NS(=O)(=O)CCO)N1CCC2(CC2)CC1